N[C@H](C(=O)NC1=C(C=C(C=C1)[C@@H]([C@H](C(=O)N1CCC(CC1)=C(F)F)NC(C=C)=O)C)F)C(C1CC1)C1CC1 N-[(2R,3S)-3-{4-[(2S)-2-amino-3,3-dicyclopropyl-propanamido]-3-fluorophenyl}-1-[4-(difluoromethylidene)piperidin-1-yl]-1-oxobutan-2-yl]propenamide